FC1=C(C(=CC=C1)F)CN1C(N(N=C1)C1=CC=C(C=C1)C=1CCOCC1)=O 4-[(2,6-difluorophenyl)methyl]-2-[4-(3,6-dihydro-2H-pyran-4-yl)phenyl]-1,2,4-triazol-3-one